methyl 3-((4,4-difluorotetrahydrofuran-3-yl)amino)-4-nitrobenzoate FC1(C(COC1)NC=1C=C(C(=O)OC)C=CC1[N+](=O)[O-])F